2-(4-(5-(4-chlorophenyl-2-methylfuran-3-carbonyl)piperazin-1-yl)phenyl)-N-hydroxyacrylamide ClC1=CC=C(C=C1)C=1C(=C(OC1)C)C(=O)C1NCCN(C1)C1=CC=C(C=C1)C(C(=O)NO)=C